C(C)(=O)[O-].C(C)(=O)[O-].C(C)(=O)[O-].C(C)(=O)[O-].[Pb+4].CC1=NOC(=C1C1=CC(=C(C=C1)N[C@H]1C[C@@H](CC1)O)[N+](=O)[O-])C (1R,3R)-3-((4-(3,5-dimethylisoxazol-4-yl)-2-nitrophenyl)amino)cyclopentan-1-ol lead(IV) tetraacetate